tert-butyl 4-(5-ethyl-3-methoxy-2-pyridyl)piperazine-1-carboxylate C(C)C=1C=C(C(=NC1)N1CCN(CC1)C(=O)OC(C)(C)C)OC